5-(1-(1-([1,1'-biphenyl]-4-yl)ethyl)-1H-pyrazol-4-yl)-4-ethoxy-1-methylpyridin-2(1H)-one C1(=CC=C(C=C1)C(C)N1N=CC(=C1)C=1C(=CC(N(C1)C)=O)OCC)C1=CC=CC=C1